CC([C@@H](C(=O)O)NS(=O)(=O)C=1C=CC2=C(OC3=C2C=CC(=C3)NC(=O)NC3=CSC=C3)C1)C (S)-3-methyl-2-(7-(3-thiophen-3-ylureido)dibenzo[b,d]furan-3-sulfonamido)butanoic acid